C(C)(C)(C)OC(=O)N1CCC(CC1)\C=C\S(NC(NC1=C2CCCC2=CC=2CCCC12)=O)(=O)=O tert-Butyl-(E)-4-(2-(N-((1,2,3,5,6,7-hexahydro-s-indacen-4-yl)carbamoyl)sulfamoyl)vinyl)-piperidin-1-carboxylat